(E)-4-(6-(6-(4-methoxybut-2-enoyl)-3,6-diazabicyclo[3.1.1]heptan-3-yl)pyridin-3-yl)-6-(1-methyl-1H-pyrazol-4-yl)pyrazolo[1,5-a]pyridine-3-carbonitrile COC/C=C/C(=O)N1C2CN(CC1C2)C2=CC=C(C=N2)C=2C=1N(C=C(C2)C=2C=NN(C2)C)N=CC1C#N